methyl 3-(6-bromo-8-fluoro-7-hydroxy-imidazo[1,2-a]pyridin-2-yl)propanoate BrC=1C(=C(C=2N(C1)C=C(N2)CCC(=O)OC)F)O